N'-(4-methoxy-3-(2,2,2-trifluoro-1-hydroxyethyl)pyrazolo[1,5-c]pyrimidin-5-yl)-N,N-dimethylformimidamide COC=1C=2N(C=NC1N=CN(C)C)N=CC2C(C(F)(F)F)O